ClC=1C=C(OC2=C3C(C(C3=C(C=C2)I)=O)(F)F)C=C(C1)F 2-(3-chloro-5-fluorophenoxy)-8,8-difluoro-5-iodobicyclo[4.2.0]octa-1,3,5-triene-7-one